3-[[2-[4-[3-[1-(5-chloropyrimidin-2-yl)-4-piperidyl]propoxy]-2-fluoro-phenyl]acetyl]amino]-N-[2-hydroxy-1,1-bis(hydroxymethyl)ethyl]propanamide ClC=1C=NC(=NC1)N1CCC(CC1)CCCOC1=CC(=C(C=C1)CC(=O)NCCC(=O)NC(CO)(CO)CO)F